1-(((2R,4S,5R)-5-((bis(4-methoxyphenyl)(phenyl)methoxy)methyl)-4-hydroxytetrahydrofuran-2-yl)methyl)-5-methylpyrimidine-2,4(1H,3H)-dione COC1=CC=C(C=C1)C(OC[C@@H]1[C@H](C[C@@H](O1)CN1C(NC(C(=C1)C)=O)=O)O)(C1=CC=CC=C1)C1=CC=C(C=C1)OC